(S)-6-(2-amino-4-methylthiazol-5-yl)-2-(1-cyclopropylethyl)-4-(4-methylpiperazin-1-yl)-1,2-dihydro-3H-pyrrolo[3,4-c]pyridin-3-one hydrochloride Cl.NC=1SC(=C(N1)C)C1=CC2=C(C(=N1)N1CCN(CC1)C)C(N(C2)[C@@H](C)C2CC2)=O